1-amino-2-(isopropylsulphonyl)benzene NC1=C(C=CC=C1)S(=O)(=O)C(C)C